C(CCC)C(=C)CCCCCC 2-butyl-1-octene